octahydroisobenzofuran-5-carboxylic acid C1OCC2CC(CCC12)C(=O)O